benzyl 4-(3-amino-1-(2,2,2-trifluoroethyl)-1H-indazol-6-yl)piperazine-1-carboxylate NC1=NN(C2=CC(=CC=C12)N1CCN(CC1)C(=O)OCC1=CC=CC=C1)CC(F)(F)F